2,3-undecanediol bis(3-tert-butyl-4-hydroxy-5-methylphenyl)propionate C(C)(C)(C)C=1C=C(C=C(C1O)C)C(C(=O)O)(C)C1=CC(=C(C(=C1)C)O)C(C)(C)C.CC(C(CCCCCCCC)O)O